6-((4-((3-(2,3-dihydroxybenzo[b][1,4]dioxin-6-yl)-2-methylbenzyl)oxy)-2-fluorobenzyl)amino)-N-hydroxyhexanamide OC1=C(OC2=C(O1)C=CC(=C2)C=2C(=C(COC1=CC(=C(CNCCCCCC(=O)NO)C=C1)F)C=CC2)C)O